FC(C=1C(=CC2=CN(N=C2C1)C1CCC(CC1)CO)NC(=O)C1=NC(=CC=C1)C)F N-[6-(difluoromethyl)-2-[4-(hydroxymethyl)cyclohexyl]indazol-5-yl]-6-methyl-pyridine-2-carboxamide